[1,1':2',1''-terphenyl]-3-thiol C1(=CC(=CC=C1)S)C=1C(=CC=CC1)C1=CC=CC=C1